2-(4-(((tert-butyldimethylsilyl)oxy)methyl)-3,5-dimethylphenyl)acetic acid [Si](C)(C)(C(C)(C)C)OCC1=C(C=C(C=C1C)CC(=O)O)C